C(CCCCCCC)C(COC(CCCCC)=O)CCCCCCCC hexanoic acid-2-octyldecyl ester